4-phosphopantetheine CC(C)(COP(=O)(O)O)[C@H](C(=O)NCCC(=O)NCCS)O